Cl.O=C1NC(CCC1N1C(C2=CC=C(C=C2C1=O)N1CCN(CC1)CCC1CCNCC1)=O)=O 2-(2,6-dioxopiperidin-3-yl)-5-(4-(2-(piperidin-4-yl)ethyl)piperazin-1-yl)isoindoline-1,3-dione hydrochloride